[Cl-].S1S[C@@H](CC1)CCCCC(=O)OC[N+]1=CN(C(=C1)C[C@H]1COC([C@H]1CC)=O)C 3-(((5-((R)-1,2-dithiolan-3-yl)pentanoyl)oxy)methyl)-5-(((3R,4S)-4-ethyl-5-oxotetrahydrofuran-3-yl)methyl)-1-methyl-1H-imidazol-3-ium chloride